4-bromo-2-chloro-9-(hydroxymethylene)-5-((2-(trimethylsilyl)ethoxy)methyl)-6,7,8,9-tetrahydrocyclohepta[b]indol-10(5H)-one BrC=1C=C(C=C2C3=C(N(C12)COCC[Si](C)(C)C)CCCC(C3=O)=CO)Cl